C(#N)C=1N2C=CC=C2C(=CC1)C=1C=NC=CC1SC1CCC1 1-((3-(5-cyanoindolizin-8-yl)pyridin-4-yl)thio)cyclobutane